O.O.O.[F-].C(CCC)[NH3+] butyl-ammonium fluoride trihydrate